N1N=C(C=C1)S(=O)(=O)NC(=O)C=1C=NC=CC1 N-(1H-pyrazol-3-ylsulfonyl)pyridine-3-carboxamide